(6-(4-((4-(1H-pyrazol-4-yl)phenyl)amino)pyrimidin-2-yl)-1H-indol-2-yl)(1,1-dioxidothiomorpholino)methanone titanium [Ti].N1N=CC(=C1)C1=CC=C(C=C1)NC1=NC(=NC=C1)C1=CC=C2C=C(NC2=C1)C(=O)N1CCS(CC1)(=O)=O